CN1CCC(CC1)(C)CC=1SC2=C(N1)C=C(C=C2)B2OC(C(O2)(C)C)(C)C 2-((1,4-dimethylpiperidin-4-yl)methyl)-5-(4,4,5,5-tetramethyl-1,3,2-dioxaborolan-2-yl)benzo[d]thiazole